6-oxolysine O=C(CCC[C@H](N)C(=O)O)N